Methyl Methylphosphonate CP(OC)([O-])=O